(R)-N-(4-cyano-7-(4-iso-propylphenyl)-2,3-dihydro-benzofuran-5-yl)oxirane-2-carboxamide C(#N)C1=C(C=C(C2=C1CCO2)C2=CC=C(C=C2)C(C)C)NC(=O)[C@@H]2OC2